5-(2-chloro-4-fluorophenyl)-6-ethylpyridin-2-amine ClC1=C(C=CC(=C1)F)C=1C=CC(=NC1CC)N